4-amino-1-(2,6-dichlorophenyl)-N-(3-(hydroxymethyl)-2-methoxyphenyl)-6-oxo-1,6-dihydropyrimidine-5-carboxamide trifluoroacetate FC(C(=O)O)(F)F.NC=1N=CN(C(C1C(=O)NC1=C(C(=CC=C1)CO)OC)=O)C1=C(C=CC=C1Cl)Cl